5-chloro-N-[2,4-difluoro-3-[1-(5-methyl-4H-1,2,4-triazol-3-yl)imidazo[1,5-a]pyridin-6-yl]phenyl]-2-methylpyridine-3-sulfonamide ClC=1C=C(C(=NC1)C)S(=O)(=O)NC1=C(C(=C(C=C1)F)C=1C=CC=2N(C1)C=NC2C2=NN=C(N2)C)F